2-hydroxy-1-{4-[4-(2-hydroxy-2-methyl-propionyl)-benzyl]phenyl}-2-methyl-propan OC(CC1=CC=C(C=C1)CC1=CC=C(C=C1)C(C(C)(C)O)=O)(C)C